(-)-(R)-1-(3-hydroxypropyl)-5-[2-[[2-[2-(2,2,2-trifluoroethoxy)phenoxy]ethyl]amino]propyl]indoline-7-carboxamide OCCCN1CCC2=CC(=CC(=C12)C(=O)N)C[C@@H](C)NCCOC1=C(C=CC=C1)OCC(F)(F)F